CCCCCCCCCCCCCCCCCC(=O)OC[C@H](COP(=O)(O)OC[C@@H](C(=O)O)N)OC(=O)CCCCCCC/C=C\\CCCCCCCC The molecule is a 3-sn-phosphatidyl-L-serine in which the phosphatidyl acyl groups at positions 1 and 2 are specified as stearoyl and oleoyl respectively. It has a role as a mouse metabolite. It derives from an octadecanoic acid and an oleic acid. It is a conjugate acid of a 1-stearoyl-2-oleoyl-sn-glycero-3-phosphoserine(1-).